pentylene ether C1CCCCO1